FC1=NC=C(C=C1[C@@H](C)N(C(O)=O)C1=C(N=NN1C)C1=NC=C(C=C1)NC(=O)C1=CC2=C(C(=NO2)C)C=C1)F.BrC=1C=C(C(=O)NCC2CC2)C=CC1 3-bromo-N-cyclopropylmethyl-benzamide (R)-1-(2,5-difluoropyridin-3-yl)ethyl-(1-methyl-4-(5-(3-methylbenzo[d]isoxazole-6-carboxamido)pyridin-2-yl)-1H-1,2,3-triazol-5-yl)carbamate